C(CC)C1=CC=C(C2=CC=CC=C12)C=O 4-n-propyl-1-naphthaldehyde